1-Methyl-N-(4-((4-(4-(trifluoromethyl)piperidin-1-yl)phenyl)amino)benzyl)pyrrolidine-3-carboxamide CN1CC(CC1)C(=O)NCC1=CC=C(C=C1)NC1=CC=C(C=C1)N1CCC(CC1)C(F)(F)F